FC(CNC(=O)C=1C=NN2C1C=C(C=C2)C2=CNC=1N=C(N=CC12)OCC)F N-(2,2-difluoroethyl)-5-(2-ethoxy-7H-pyrrolo[2,3-d]pyrimidin-5-yl)pyrazolo[1,5-a]pyridine-3-carboxamide